C[C@@H]1N(C2=CC=CN=C2[C@@H]([C@H]1C)NC1=CC=CC=C1)C(C)=O ((2S,3R,4R)-2,3-dimethyl-4-(phenylamino)-3,4-dihydro-1,5-naphthyridin-1(2H)-yl)ethanone